N[C@H]1CN(CCC1)C1=C(C=C(C=C1)NC1=NC=2N(C(=C1)NC1CC1)N=CC2)CS(=O)(=O)C (R)-5-((4-(3-Aminopiperidin-1-yl)-3-((methylsulfonyl)methyl)phenyl)amino)-7-(cyclopropylamino)pyrazolo[1,5-a]pyrimidin